ethyl 8-((4-methoxybenzyl)(methyl-d3)amino)-6-((2-oxo-2H-[1,2'-bipyridin]-3-yl)amino)imidazo[1,2-b]pyridazine-3-carboxylate COC1=CC=C(CN(C=2C=3N(N=C(C2)NC=2C(N(C=CC2)C2=NC=CC=C2)=O)C(=CN3)C(=O)OCC)C([2H])([2H])[2H])C=C1